C1(CC1)CN1CCN(CC1)C1=NC2=CC=C(C3=C2N1[C@H](CO3)C3=NC=CC=C3)C=3C(=NOC3C)C (4S)-2-[4-(cyclopropylmethyl)piperazin-1-yl]-7-(3,5-dimethylisoxazol-4-yl)-4-pyridin-2-yl-4,5-dihydroimidazo[1,5,4-de][1,4]benzoxazine